7-bromo-5-hydroxy-2-[4-methoxy-2-(methoxymethyl)phenyl]-1-benzofuran BrC1=CC(=CC=2C=C(OC21)C2=C(C=C(C=C2)OC)COC)O